(4-((2S,4S)-4-ethoxy-1-((5-methoxy-7-methyl-1H-indol-4-yl)methyl)piperidin-2-yl)benzoyl)tyrosine C(C)O[C@@H]1C[C@H](N(CC1)CC1=C2C=CNC2=C(C=C1OC)C)C1=CC=C(C(=O)N[C@@H](CC2=CC=C(C=C2)O)C(=O)O)C=C1